NC(CCC(C(=O)OC(C)(C)C)C=1C(=NC2=C(C=CC=C2C1)C)C)=O tert-butyl 5-amino-2-(2,8-dimethylquinolin-3-yl)-5-oxopentanoate